C(C)OC(=O)OO peroxycarbonic acid ethyl ester